COC(C(C)(CO[Si](C1=CC=CC=C1)(C1=CC=CC=C1)C(C)(C)C)NCC1=CC=CC=C1)=O (benzylamino)-2-(((tert-butyldiphenylsilyl)oxy)methyl)propanoic acid methyl ester